ethyl 3-cyano-α-cyanocinnamate C(#N)C=1C=C(C=C(C(=O)OCC)C#N)C=CC1